C(CCC)(=O)OC(C)(C)C1CC=C(CC1)C (-)-2-(4-methyl-3-cyclohexen-1-yl)-2-propyl butyrate